undecenylamine C(=CCCCCCCCCC)N